3-(1H-Imidazol-1-yl)bicyclo[1.1.1]pentane-1-carboxylic acid N1(C=NC=C1)C12CC(C1)(C2)C(=O)O